1-(1-(6-(4-(2-amino-3-nitropyridin-4-yl)-1H-pyrazol-1-yl)pyridin-3-yl)-2,2,2-trifluoroethyl)-3-cyclopropylurea NC1=NC=CC(=C1[N+](=O)[O-])C=1C=NN(C1)C1=CC=C(C=N1)C(C(F)(F)F)NC(=O)NC1CC1